OC1(CCN(CC1)C(CC(C)C1=CC=CC=C1)=O)CN1C=NC=2C(C1=O)=NN(C2C2=CC=C(CNCC(=O)NCCCCNC(C1=C(C=CC=C1)C)=O)C=C2)C N-(4-(2-((4-(6-((4-hydroxy-1-(3-phenylbutanoyl)piperidin-4-yl)methyl)-2-methyl-7-oxo-6,7-dihydro-2H-pyrazolo[4,3-d]pyrimidin-3-yl)benzyl)amino)acetamido)butyl)-2-methylbenzamide